OCC1CCN(CC1)C(C)=O 1-(4-(hydroxymethyl)piperidin-1-yl)ethanone